FC(CN1C=NC(=C1C=1C=CC=2N(N1)C(=CN2)C#N)C2=CC(=C(C=C2)F)OC)F 6-(1-(2,2-difluoroethyl)-4-(4-fluoro-3-methoxyphenyl)-1H-imidazol-5-yl)imidazo[1,2-b]pyridazine-3-carbonitrile